CC(C(=O)OCC(CF)O)=C (3-fluoro-2-hydroxypropyl) 2-methylprop-2-enoate